CN(C1=CC=C(C=C1)C(=O)C1=CC=C(C=C1)N(C)C)C bis(4-(dimethylamino)phenyl)methanone